bis-imidazole carbon [C].N1C=NC=C1.N1C=NC=C1